ClC1=C2CCC=C(C2=CC(=C1OCCCl)Cl)C1=C(C=C(C=C1)O)F 4-(5,7-dichloro-6-(2-chloroethoxy)-3,4-dihydronaphthalen-1-yl)-3-fluorophenol